(2-ethoxyethyl) phosphate P(=O)(OCCOCC)([O-])[O-]